3,3'-Dodecamethylenebis(5-amino-1,2,4-triazole) NC1=NC(=NN1)CCCCCCCCCCCCC1=NNC(=N1)N